C(N)(OC1CCC(CC1)N1N=NC(=C1)C1CC1)=O ((1r,4r)-4-(4-cyclopropyl-1H-1,2,3-triazol-1-yl) cyclohexyl) carbamate